N-(4-((2-tert-butylamino-6-methoxy-7-((1-acetylpiperidin-4-yl)oxy)quinolin-4-yl)oxy)phenyl)semicarbazide C(C)(C)(C)NC1=NC2=CC(=C(C=C2C(=C1)OC1=CC=C(C=C1)NNC(=O)N)OC)OC1CCN(CC1)C(C)=O